C1(CC1)C1(CN(CCC1)C(=O)C1=CC=2C(=NC=CC2C=2C=C(C=NC2)C2=CC=C(C=C2)N2C(CCC2)=O)N1)O 1-(4-(5-(2-(3-cyclopropyl-3-hydroxypiperidine-1-carbonyl)-1H-pyrrolo[2,3-b]pyridin-4-yl)pyridin-3-yl)phenyl)pyrrolidin-2-one